C(#N)C=1C=C(C=CC1)N1N=CC(=C1C1CC1)C(=O)O 1-(3-cyanophenyl)-5-cyclopropyl-1H-pyrazole-4-carboxylic acid